N-methylsulfonyl-6-[2-(3-pyridyl)thiazol-5-yl]Pyridine-2-carboxamide CS(=O)(=O)NC(=O)C1=NC(=CC=C1)C1=CN=C(S1)C=1C=NC=CC1